methyl trans-4-[[2-fluoro-5-(methylcarbamoyl)phenyl]methyl]cyclohexanecarboxylate FC1=C(C=C(C=C1)C(NC)=O)C[C@@H]1CC[C@H](CC1)C(=O)OC